3-[(1-methyl-1H-pyrazol-4-yl)methoxy]-5-(4,4,5,5-tetramethyl-1,3,2-dioxaborolan-2-yl)pyridin-2-amine CN1N=CC(=C1)COC=1C(=NC=C(C1)B1OC(C(O1)(C)C)(C)C)N